3,5-dibromo-4-ethylpyridin BrC=1C=NC=C(C1CC)Br